2-(tert-Butoxycarbonyl)-N6-(4-(furan-2-yl)-1H-1,2,3-triazole-1-carbonyl)-L-lysine tert-butyl ester C(C)(C)(C)OC(C(N)(CCCCNC(=O)N1N=NC(=C1)C=1OC=CC1)C(=O)OC(C)(C)C)=O